(2-methoxyphenyl)methylcyclohexylphosphine COC1=C(C=CC=C1)CPC1CCCCC1